ethyl 6-tert-butyl-10-methoxy-9-[2-(methylcarbamoyl) thiazol-5-yl]-2-oxo-6,7-dihydro-2H-pyrido[2,1-a]isoquinoline-3-carboxylate C(C)(C)(C)C1N2C(C3=CC(=C(C=C3C1)C1=CN=C(S1)C(NC)=O)OC)=CC(C(=C2)C(=O)OCC)=O